Methyl-3-((9-((2R,3S,4R,5R)-3-acetoxy-5-(acetoxymethyl)-4-fluorotetrahydrofuran-2-yl)-2-amino-8-oxo-8,9-dihydro-7H-purin-7-yl)methyl)benzoat COC(C1=CC(=CC=C1)CN1C(N(C2=NC(=NC=C12)N)[C@@H]1O[C@@H]([C@H]([C@H]1OC(C)=O)F)COC(C)=O)=O)=O